CC=1N=C2N(N=C(C=C2C)C=2N=C3N(C(C2)=O)C=C(S3)N3C[C@@H]2N(CC3)CCC2)C1 7-(2,8-dimethylimidazo[1,2-b]pyridazin-6-yl)-2-[(8aR)-3,4,6,7,8,8a-hexahydro-1H-pyrrolo[1,2-a]pyrazin-2-yl]thiazolo[3,2-a]pyrimidin-5-one